(Z)-erucamide C(CCCCCCCCCCC\C=C/CCCCCCCC)(=O)N